5-(4-((1-(4-chloro-2-nitro-5-((2-oxo-1,2,3,4-tetrahydroquinolin-6-yl)amino)phenyl)piperidin-4-yl)methyl)piperazin-1-yl)-2-(2,6-dioxopiperidin-3-yl)isoindoline-1,3-dione ClC1=CC(=C(C=C1NC=1C=C2CCC(NC2=CC1)=O)N1CCC(CC1)CN1CCN(CC1)C=1C=C2C(N(C(C2=CC1)=O)C1C(NC(CC1)=O)=O)=O)[N+](=O)[O-]